N-(6-(1-(4-fluoro-3-methyltetrahydrofuran-3-yl)piperidin-4-yl)-7-methylisoquinolin-3-yl)-2-(pyridin-2-yl)cyclopropane-1-carboxamide FC1C(COC1)(C)N1CCC(CC1)C=1C=C2C=C(N=CC2=CC1C)NC(=O)C1C(C1)C1=NC=CC=C1